S[C@H](C(=O)O)C (S)-2-mercaptopropionic acid